5-ethylpentane C(C)CCCCC